2-methoxy-4-(methoxycarbonyl)benzoic acid COC1=C(C(=O)O)C=CC(=C1)C(=O)OC